(S)-4-(diphenylcarbamoyl)-1-(10H-phenoxazine-10-carbonyl)piperazine-2-carboxylic acid C1(=CC=CC=C1)N(C(=O)N1C[C@H](N(CC1)C(=O)N1C2=CC=CC=C2OC=2C=CC=CC12)C(=O)O)C1=CC=CC=C1